Phenylcyclooctane C1(=CC=CC=C1)C1CCCCCCC1